Cl.C1(CCCCC1)CCNCC1=C(C=CC=C1)C1=CC=CC2=CC=CC=C12 2-cyclohexyl-N-(2-(naphthalen-1-yl)benzyl)ethanamine hydrochloride